(2S,3S,4R,5R)-2-(2-((R or S)-2-methyl-2,3-dihydro-1H-pyrrolo[2,3-b]quinolin-7-yl)ethyl)-5-(4-methyl-7H-pyrrolo[2,3-d]pyrimidin-7-yl)tetrahydrothiophene-3,4-diol C[C@@H]1CC=2C(=NC3=CC(=CC=C3C2)CC[C@@H]2S[C@H]([C@@H]([C@@H]2O)O)N2C=CC3=C2N=CN=C3C)N1 |o1:1|